N-(2,6-dimethylphenyl)-4-hydroxypyrrole-2-carboxamide CC1=C(C(=CC=C1)C)NC(=O)C=1NC=C(C1)O